8-(6,6-difluorospiro[3.3]heptan-2-yl)-N-(3-fluoro-5-(1-(4-fluorophenyl)-1H-pyrazole-4-yl)benzyl)-7H-purine-6-carboxamide FC1(CC2(CC(C2)C2=NC3=NC=NC(=C3N2)C(=O)NCC2=CC(=CC(=C2)C=2C=NN(C2)C2=CC=C(C=C2)F)F)C1)F